O1CCC(CC1)C1=CC=2N(N=C1)C=C(C2)C(=O)OC methyl 3-(tetrahydro-2H-pyran-4-yl)pyrrolo[1,2-b]pyridazine-6-carboxylate